Cl.FC=1C=C(C=CC1C(C)C)CN (3-fluoro-4-isopropylphenyl)methylamine hydrochloride